(7-bromo-3-chloro-2-methyl-5-nitroindazol-6-yl)(2-chloro-5-fluorophenyl)methanone BrC1=C(C(=CC2=C(N(N=C12)C)Cl)[N+](=O)[O-])C(=O)C1=C(C=CC(=C1)F)Cl